(1S,3S,5R)-5-((2-acetamidoethoxy)methyl)-2-((4-phenoxybenzoyl)glycyl)-2-azabicyclo[3.1.0]Hexane-3-carboxylic acid methyl ester COC(=O)[C@H]1N([C@H]2C[C@]2(C1)COCCNC(C)=O)C(CNC(C1=CC=C(C=C1)OC1=CC=CC=C1)=O)=O